ClC1=CC=C(C=C1)[C@]1(CC[C@@H]2N(CCN(C2)C(=O)C2=C(C(=CC=C2)OC)Cl)C1)O [(7S,9aS)-7-(4-chlorophenyl)-7-hydroxy-3,4,6,8,9,9a-hexahydro-1H-pyrido[1,2-a]pyrazin-2-yl]-(2-chloro-3-methoxyphenyl)methanone